NC1=CC=C2CCCN(C2=C1)C(C)=O 1-(7-amino-3,4-dihydroquinolin-1(2H)-yl)ethan-1-one